ethyl 4-((1s,4s)-4-methoxycyclohexyl)-2,4-dioxobutyrate COC1CCC(CC1)C(CC(C(=O)OCC)=O)=O